(cis)-2-hexenol acetate C(C)(=O)OC\C=C/CCC